C1(CCC1)C1=CC(=C(C(=O)N2CCC(CC2)(F)C2=C(C#N)C=CC=C2)C=C1C1=NN=C(N1)OC)C (1-(4-cyclobutyl-5-(5-methoxy-4H-1,2,4-triazol-3-yl)-2-methylbenzoyl)-4-fluoropiperidin-4-yl)benzonitrile